tert-butyl 4-(hydroxymethyl)-3,3-dimethylpyrrolidine-1-carboxylate OCC1C(CN(C1)C(=O)OC(C)(C)C)(C)C